o-xylylendiamine C=1(C(=CC=CC1)CN)CN